CC=1SC=C(N1)CC(=O)N1CCC(CC1)CCCCNC(=O)C=1C=CC=2N(C1)C=CN2 N-(4-{1-[2-(2-methyl-1,3-thiazol-4-yl)acetyl]piperidin-4-yl}butyl)imidazo[1,2-a]pyridine-6-carboxamide